(3-chloro-4-fluorophenyl)-1-((4-isopropyl-5-methyl-4H-1,2,4-triazol-3-yl)methyl)-1-(4-methoxyphenyl)urea ClC=1C=C(C=CC1F)NC(N(C1=CC=C(C=C1)OC)CC1=NN=C(N1C(C)C)C)=O